FC(OC1=C(C(=C(OC=2N=NC(=C(C2C(=O)NC2=CC(=CC=C2)S(=O)(=O)C)C)C(F)(F)F)C=C1)F)F)F 3-[4-(difluoromethoxy)-2,3-difluoro-phenoxy]-5-methyl-N-(3-methylsulfonylphenyl)-6-(trifluoromethyl)pyridazine-4-carboxamide